OCC1=COC(=O)C2=CC(=CC=C12)C 4-(hydroxymethyl)-7-methyl-isocoumarin